3-morpholinourea O1CCN(CC1)NC(N)=O